N-(cyclopropylsulfonyl)-4-aminobenzamide C1(CC1)S(=O)(=O)NC(C1=CC=C(C=C1)N)=O